1-(4-(difluoromethoxy)phenyl)-N-((1S,3S,4R)-3,4-dihydroxycyclohexyl)-3-methyl-5-oxo-4,5-dihydro-1H-pyrazole-4-carboxamide FC(OC1=CC=C(C=C1)N1N=C(C(C1=O)C(=O)N[C@@H]1C[C@@H]([C@@H](CC1)O)O)C)F